C1=NC(=C2C(=N1)N(C=N2)[C@H]3[C@@H]([C@@H]([C@H](O3)COP(=O)([O-])OP(=O)([O-])OC[C@@H]4[C@H]([C@H](C(O4)O)O)O)O)O)N The molecule is a nucleotide-sugar oxoanion that is the dianion of ADP-D-ribose(2-) arising from deprotonation of the phosphate OH groups; major species at pH 7.3. It has a role as a human metabolite and a Saccharomyces cerevisiae metabolite. It is a conjugate base of an ADP-D-ribose.